indeno-naphthopyran C=1C=COC=2C1C1=C3C(C=CC1=CC2)=C2C=CC=CC2=C3